N4-ethyl-N2-(4-((4-morpholino-piperidin-1-yl)sulfonyl)-2,3-dihydrobenzo-furan-7-yl)-5-(trifluoromethyl)-7H-pyrrolo[2,3-d]pyrimidine-2,4-diamine C(C)NC=1C2=C(N=C(N1)NC1=CC=C(C=3CCOC31)S(=O)(=O)N3CCC(CC3)N3CCOCC3)NC=C2C(F)(F)F